4,4'-dicarboxyl-bipyridine C(=O)(O)C1=CC(=NC=C1)C1=NC=CC(=C1)C(=O)O